(1,2-phenylenebis(oxy))bis(undecan-1-ol) C1(=C(C=CC=C1)OCCCCCCCCCCCO)OCCCCCCCCCCCO